5-(1-isopropyl-1H-pyrazol-4-yl)-1H-indol-3-amine hydrochloride Cl.C(C)(C)N1N=CC(=C1)C=1C=C2C(=CNC2=CC1)N